3-((1H-pyrazolo[3,4-b]pyridin-5-yl)ethynyl)-4-methyl-N-(4-((4-methylpiperazine-1-yl)methyl)-3-(trifluoromethyl)phenyl)benzamid N1N=CC=2C1=NC=C(C2)C#CC=2C=C(C(=O)NC1=CC(=C(C=C1)CN1CCN(CC1)C)C(F)(F)F)C=CC2C